C1=CC=C(C=C1)S(=O)(=O)ON.[Na] sodium amino p-benzenesulfonate